(4-fluorophenyl)-4-(4-(trifluoromethyl)phenyl)butane-1,4-dione FC1=CC=C(C=C1)C(CCC(=O)C1=CC=C(C=C1)C(F)(F)F)=O